3,3-bis(4-hydroxy-3-t-butylphenyl)butanoic acid OC1=C(C=C(C=C1)C(CC(=O)O)(C)C1=CC(=C(C=C1)O)C(C)(C)C)C(C)(C)C